1-[5-bromo-1-[(4-methoxyphenyl)methyl]-1,2,4-triazol-3-yl]-N-[(2,4-dimethoxyphenyl)methyl]-5-methyl-pyrazolo[3,4-c]pyridine-3-carboxamide BrC1=NC(=NN1CC1=CC=C(C=C1)OC)N1N=C(C=2C1=CN=C(C2)C)C(=O)NCC2=C(C=C(C=C2)OC)OC